2-((S)-1-Acryloyl-4-((R)-7-(8-fluoro-3,4-dihydroquinolin-1(2H)-yl)-2-(((S)-1-methylpyrrolidin-2-yl)methoxy)-5,6,7,8-tetrahydroquinazolin-4-yl)piperazin-2-yl)acetonitrile C(C=C)(=O)N1[C@H](CN(CC1)C1=NC(=NC=2C[C@@H](CCC12)N1CCCC2=CC=CC(=C12)F)OC[C@H]1N(CCC1)C)CC#N